(2S)-2-[4-chloro-2-(4-ethoxy-4,5-dihydroisoxazol-3-yl)phenoxy]-3-cyclopropylpropionic acid ethyl ester C(C)OC([C@H](CC1CC1)OC1=C(C=C(C=C1)Cl)C1=NOCC1OCC)=O